ClC=1C=C2C=C(NC2=CC1)C(=O)N1CC(CC1)NC(C1=CN=C(C=C1)OC)=O N-(1-(5-chloro-1H-indole-2-carbonyl)pyrrolidin-3-yl)-6-methoxynicotinamide